ethylene carbonate diethylcarbonate C(C)OC(OCC)=O.C1(OCCO1)=O